ClC1=CC=C(S1)CNC1=CC(=NN1C(C1=C(C=CC=C1)OC)=O)C1CCN(CC1)C(C)=O 1-[4-(5-{[(5-chlorothiophen-2-yl)methyl]amino}-1-(2-methoxybenzoyl)-1H-pyrazol-3-yl)piperidin-1-yl]ethan-1-one